ClC1=CC=C(C=C1)C1=C(CCC(C1)(C)C)CN1C2CN(C(C1)CC2)CC=2C(=C1CN(C(C1=CC2)=O)C2C(NC(CC2)=O)=O)F 3-(5-((5-((4'-chloro-5,5-dimethyl-3,4,5,6-tetrahydro-[1,1'-biphenyl]-2-yl)methyl)-2,5-diazabicyclo[2.2.2]octan-2-yl)methyl)-4-fluoro-1-oxoisoindolin-2-yl)piperidine-2,6-dione